Methyl 7-((5-((tert-butoxycarbonyl)(methyl)amino)-1,3,4-thiadiazol-2-yl)amino)-4-morpholinobenzo[c][1,2,5]oxadiazole-5-carboxylate C(C)(C)(C)OC(=O)N(C1=NN=C(S1)NC1=CC(=C(C=2C1=NON2)N2CCOCC2)C(=O)OC)C